3-(5-(((1S,2S)-2-((3-hydroxy-3-methylbutyl)amino)cyclohexyl)oxy)-1-oxoisoindolin-2-yl)piperidine-2,6-dione OC(CCN[C@@H]1[C@H](CCCC1)OC=1C=C2CN(C(C2=CC1)=O)C1C(NC(CC1)=O)=O)(C)C